Pentadecan-11-one CCCCCCCCCCC(CCCC)=O